Tridecene-1-Al C(C=CCCCCCCCCCC)=O